C1=C2C(=NC=N1)COC=1C=C(C=CC12)CN (5H-chromeno[3,4-d]pyrimidin-8-yl)methanamine